(2-(6-azaspiro[2.5]oct-6-yl)-4-{N-[(2-hydroxyethyl)sulfonyl]carbamoyl}phenyl)-N-[2-(4,4-difluoropiperidinyl)-6-methylpyridin-4-yl]carboxamide C1CC12CCN(CC2)C2=C(C=CC(=C2)C(NS(=O)(=O)CCO)=O)C(=O)NC2=CC(=NC(=C2)C)N2CCC(CC2)(F)F